COC1CC(CCC1C(C)C)C O-methyl-menthol